Bis-(dodecylphenyl)-iodonium hexafluorophosphat F[P-](F)(F)(F)(F)F.C(CCCCCCCCCCC)C1=C(C=CC=C1)[I+]C1=C(C=CC=C1)CCCCCCCCCCCC